NC1=C(C2=CN(N=C2C=C1)C12CCC(CC1)CC2)N2C[C@@H]([C@@H](C2)C)NC(=O)OC(C)(C)C 2-methylpropan-2-yl {[(3R,4R)-1-[5-amino-2-(bicyclo[2.2.2]oct-1-yl) indazol-4-yl]-4-methyltetrahydro-1H-pyrrol-3-yl] amino}carboxylate